CC1(CCC=CCCC1)C(=O)O 1-methylcyclooct-4-ene-1-carboxylic acid